ClC(C1=NC(=NO1)C1=CC=C(C=C1)C(COC1=CC=C(C=C1)OC)=O)(F)F 1-(4-(5-(chlorodifluoromethyl)-1,2,4-oxadiazol-3-yl)phenyl)-2-(4-methoxyphenoxy)ethan-1-one